O=C1NC(CCC1N1C(C2=CC=CC(=C2C1=O)NCC=1C=NN(C1)C1CCN(CC1)C(C1=CC(=NC=C1)C1=CC=C(C=C1)OC)=O)=O)=O 2-(2,6-dioxopiperidin-3-yl)-4-(((1-(1-(2-(4-methoxyphenyl)isonicotinoyl)piperidin-4-yl)-1H-pyrazol-4-yl)methyl)amino)isoindoline-1,3-dione